4-(4-(octanoyloxy)-3-(prop-2-yn-1-yloxy)benzyl)morpholin-4-ium methanesulfonate CS(=O)(=O)[O-].C(CCCCCCC)(=O)OC1=C(C=C(C[NH+]2CCOCC2)C=C1)OCC#C